9',9''''-(4-(4-(2,6-diphenylpyridin-4-yl)phenyl)pyridine-3,5-diyl)bis(9'H-9,3':6',9''-tercarbazole) C1(=CC=CC=C1)C1=NC(=CC(=C1)C1=CC=C(C=C1)C1=C(C=NC=C1N1C2=CC=C(C=C2C=2C=C(C=CC12)N1C2=CC=CC=C2C=2C=CC=CC12)N1C2=CC=CC=C2C=2C=CC=CC12)N1C2=CC=C(C=C2C=2C=C(C=CC12)N1C2=CC=CC=C2C=2C=CC=CC12)N1C2=CC=CC=C2C=2C=CC=CC12)C1=CC=CC=C1